C1(CC1)C1=C(C=C(C(=O)OC)C=C1)S(NC1=C(C=C(C(=C1)C1=NC=NN1C)F)C1=NC=CC=C1)(=O)=O methyl 4-cyclopropyl-3-(N-(4-fluoro-5-(1-methyl-1,2,4-triazol-5-yl)-2-(pyridin-2-yl)phenyl)sulfamoyl)benzoate